4-(3-chloro-4-fluoroanilino)-7-methoxy-6-aminoquinazolinamide 4-[bis(2-chloroethyl)amino]benzoate ClCCN(C1=CC=C(C(=O)O)C=C1)CCCl.ClC=1C=C(NC2=NC(=NC3=CC(=C(C=C23)N)OC)C(=O)N)C=CC1F